C12=C(C(=CC=C1O)O2)C epoxy-meta-cresol